CN(CCOC1=NC=C(C=N1)C1=NC=CC=C1)C N,N-dimethyl-2-((5-(pyridin-2-yl)pyrimidin-2-yl)oxy)ethan-1-amine